IC1=CC=C(C=C1)N(C1=CC=C(C=O)C=C1)C1=CC=C(C=C1)I 4-(bis(4-iodophenyl)amino)benzaldehyde